NC1=NC=NC=2C3=C(CC(C12)(C)C)C(=C(C=C3)O[C@@H]3CC[C@H](CC3)NC(OC(C)(C)C)=O)N(C3CC3)CCC#N tert-butyl N-[trans-4-[[4-amino-7-[2-cyanoethyl(cyclopropyl)amino]-5,5-dimethyl-6H-benzo[h]quinazolin-8-yl]oxy]cyclohexyl]carbamate